propynyl 2,3,4-tri-O-benzoyl-6-toluenesulfonyl-α-D-mannopyranoside C(C1=CC=CC=C1)(=O)O[C@@H]1[C@@H](OC#CC)O[C@@H]([C@H]([C@@H]1OC(C1=CC=CC=C1)=O)OC(C1=CC=CC=C1)=O)C(O)S(=O)(=O)CC1=CC=CC=C1